COC=1C(=CC2=C(N=C(S2)C2CCC(CC2)C(=O)OC)C1)NC(=O)C1=NC(=NC=C1)C methyl 4-[5-methoxy-6-[(2-methylpyrimidine-4-carbonyl)amino]-1,3-benzothiazol-2-yl]cyclohexanecarboxylate